6-chloro-N-(3,4-difluorophenyl)pyrido[3,2-d]pyrimidin-4-amine ClC=1C=CC=2N=CN=C(C2N1)NC1=CC(=C(C=C1)F)F